6-bromo-1-((tert-butoxycarbonyl)(2-methoxyethyl)amino)-4-oxo-1,4-dihydro-1,8-Naphthyridine-3-carboxylic acid ethyl ester C(C)OC(=O)C1=CN(C2=NC=C(C=C2C1=O)Br)N(CCOC)C(=O)OC(C)(C)C